FC(COC1=NC=CC(=C1)CNC(=O)NC12CC(C1)(C2)F)(C)F 1-[[2-(2,2-difluoropropoxy)pyridin-4-yl]methyl]-3-(3-fluoro-1-bicyclo[1.1.1]pentanyl)urea